[Mg+2].C(CCCCCCCCCCCCCCCCC)(=O)[O-].C(CCCCCCCCCCCCCCCCC)(=O)[O-] octadecanoic acid magnesium salt